O1CC(CCC1)N1N=CC(=C1C(F)(F)F)C(=O)N 1-tetrahydropyran-3-yl-5-(Trifluoromethyl)pyrazole-4-carboxamide